4-bromo-2-(methylamino)benzene-1-sulfonamide BrC1=CC(=C(C=C1)S(=O)(=O)N)NC